O1C(CCC1)COC([C@@H](C)OC1=CC=C(C=C1)OC1=NC2=CC=C(C=C2N=C1)Cl)=O (R)-2-[4-(6-chloroquinoxalin-2-yloxy)phenoxy]propionic acid-2-tetrahydrofuranylmethyl ester